5-(6-(benzyloxy)-2-fluoro-3-(prop-1-yn-1-yl-d3)phenyl)-1,2,5-thiadiazolidin-3-one 1,1-dioxide C(C1=CC=CC=C1)OC1=CC=C(C(=C1N1CC(NS1(=O)=O)=O)F)C#CC([2H])([2H])[2H]